1-((3-hydroxy-5-(1-phenyl-1H-pyrazol-4-yl)picolinamido)methyl)cyclohexane-1-carboxylic acid OC=1C(=NC=C(C1)C=1C=NN(C1)C1=CC=CC=C1)C(=O)NCC1(CCCCC1)C(=O)O